2,2-di-tetrahydrofuranylpropane O1C(CCC1)C(C)(C)C1OCCC1